C1(=CC=CC=C1)S(=O)(=O)N1C(=CC=2C=NC=CC21)CNC(=O)[C@H]2NCCC2 (2S)-N-[[1-(benzenesulfonyl)pyrrolo[3,2-c]pyridin-2-yl]methyl]pyrrolidine-2-carboxamide